(2-cyclopropyl-7-methyl-4-oxo-furo[2,3-d]pyridazin-5-yl)acetic acid C1(CC1)C1=CC2=C(C(=NN(C2=O)CC(=O)O)C)O1